(3aR,5s,6aS)-2-(2,2-dimethyltetrahydro-2H-pyran-4-yl)-N-(6-(imidazo[1,2-a]pyridin-6-yl)pyridazin-3-yl)octahydrocyclopenta[c]pyrrol-5-amine CC1(OCCC(C1)N1C[C@@H]2[C@H](C1)CC(C2)NC=2N=NC(=CC2)C=2C=CC=1N(C2)C=CN1)C